4-[3-(5-fluoro-2-pyridinyl)-1-methyl-pyrazol-4-yl]-7-(trifluoromethyl)quinoline FC=1C=CC(=NC1)C1=NN(C=C1C1=CC=NC2=CC(=CC=C12)C(F)(F)F)C